ClC1=C(C=C(OCC(=O)N[C@@H]2CN[C@H](CC2)C(=O)N2CCC3=C(C=CC=C23)C(F)(F)F)C=C1)F 2-(4-chloro-3-fluorophenoxy)-N-[(3S,6R)-6-[4-(trifluoromethyl)-2,3-dihydro-1H-indole-1-carbonyl]piperidin-3-yl]acetamide